(Z)-1-(3-((4,4-bis(octyloxy)butanoyl)oxy)-2-(hydroxymethyl)propyl) 11-(non-2-en-1-yl) undecanedioate C(CCCCCCCCCC(=O)OCC=CCCCCCC)(=O)OCC(COC(CCC(OCCCCCCCC)OCCCCCCCC)=O)CO